[Si](C)(C)(C(C)(C)C)NS(=O)(=NC(NC1=C2CCCC2=CC=C1CC1CCC1)=O)C=1OC=C(C1)C(C)(C)O N-(Tert-butyldimethylsilyl)-N'-((5-(cyclobutylmethyl)-2,3-dihydro-1H-inden-4-yl)carbamoyl)-4-(2-hydroxypropan-2-yl)furan-2-sulfonimidamide